BrC1=C(C(=CC(=C1)C(C)NC1(CCC1)C)C)O 2-bromo-6-methyl-4-(1-((1-methylcyclobutyl)amino)ethyl)phenol